ethyl 5-(hydroxymethyl)-4-((2-(trimethylsilyl) ethoxy) methyl)-4H-1,2,4-triazole-3-carboxylate OCC=1N(C(=NN1)C(=O)OCC)COCC[Si](C)(C)C